C(C)(C)(C)OC(=O)N1C(CNCC1)C1=NC=CC=C1 pyridin-2-ylpiperazine-1-carboxylic acid tert-butyl ester